5-(2-chloro-5-(isobutyrylaminomethyl)benzoylamino)-N-(4-fluorobenzyl)-1-methyl-1H-indole-2-carboxamide ClC1=C(C(=O)NC=2C=C3C=C(N(C3=CC2)C)C(=O)NCC2=CC=C(C=C2)F)C=C(C=C1)CNC(C(C)C)=O